2-(2-(trifluoromethoxy)phenyl)acetic acid FC(OC1=C(C=CC=C1)CC(=O)O)(F)F